((1s,4s)-4-((2-chloro-5-(5-((1-methylpiperidin-4-yl)oxy)pyrazin-2-yl)pyridin-4-yl)amino)cyclohexyl)methanol ClC1=NC=C(C(=C1)NC1CCC(CC1)CO)C1=NC=C(N=C1)OC1CCN(CC1)C